C1=CC=C(C=C1)/C=C/Br bromostyrol